N1N=C(C=C1)C(=O)[O-] Pyrazolylcarboxylate